(R)-2-fluoro-N-(6-fluoro-8-methylisoquinolin-1-yl)-4-(5-(methyl-d3)-1,3,4-thiadiazol-2-yl)-N-(piperidin-3-yl)benzamide FC1=C(C(=O)N([C@H]2CNCCC2)C2=NC=CC3=CC(=CC(=C23)C)F)C=CC(=C1)C=1SC(=NN1)C([2H])([2H])[2H]